2-methyl-1,4-bis(acetyloxy)naphthalene CC1=C(C2=CC=CC=C2C(=C1)OC(C)=O)OC(C)=O